[Si](C)(C)(C(C)(C)C)OCCC([C@@H](C(=O)N1[C@@H](C[C@H](C1)O)C(N[C@@H](C)C1=CC=C(C=C1)C#C)=O)NC(OC(C)(C)C)=O)(C)C 2-Tert-butyl ((S)-5-((tert-butyldimethylsilyl)oxy)-1-((2S,4R)-2-(((S)-1-(4-ethynylphenyl)ethyl)carbamoyl)-4-hydroxypyrrolidin-1-yl)-3,3-dimethyl-1-oxopentan-2-yl)carbamate